C1(=CC=CC=C1)[C@H]1CC[C@H](N1)C(=O)O cis-5-phenyl-proline